1-(2-chloro-6-(methoxymethyl)pyridin-4-yl)-3-methylcyclobutane-1-carboxylic acid methyl ester COC(=O)C1(CC(C1)C)C1=CC(=NC(=C1)COC)Cl